benzyloxymethyl-oxirane Methyl-(S)-2-(4-(benzyloxy)-2-((tert-butoxycarbonyl)amino)-4-oxobutanamido)benzoate COC(C1=C(C=CC=C1)NC([C@H](CC(=O)OCC1=CC=CC=C1)NC(=O)OC(C)(C)C)=O)=O.C(C1=CC=CC=C1)OCC1OC1